N=1NC=C2C1CN=C2 2,6-dihydropyrrolo[3,4-c]pyrazole